3-bromo-N5-(4-chlorobenzyl)-1-(2-chloroethyl)-N2-(2-(N-methyl-methyl-sulfonamido)ethyl)-6-oxo-1,6-dihydropyridine-2,5-dicarboxamide BrC1=C(N(C(C(=C1)C(=O)NCC1=CC=C(C=C1)Cl)=O)CCCl)C(=O)NCCN(S(=O)(=O)C)C